2-hydroxy-4-amino-phenoxyethanol OC1=C(OC(C)O)C=CC(=C1)N